6-bromo-4-(9H-purin-6-yl)-3,4-dihydro-2H-1,4-thiazine BrC1=CN(CCS1)C1=C2N=CNC2=NC=N1